tert-butyl-4-hydroxy-8,9-dihydro-5H-pyrimido[5,4-c]azepine-6(7H)-carboxylate C(C)(C)(C)OC(=O)N1CC2=C(CCC1)N=CN=C2O